(1-((2-(2,6-dioxopiperidin-3-yl)-1,3-dioxoisoindolin-4-yl)oxy)-2-oxo-7,10,13-trioxa-3-azahexadecan-16-yl)carbamic acid O=C1NC(CCC1N1C(C2=CC=CC(=C2C1=O)OCC(NCCCOCCOCCOCCCNC(O)=O)=O)=O)=O